C1(=CC(=CC=C1)C(C(=O)O)O)C(C(=O)O)O m-phenylenediglycolic acid